FC(C(C(C(C(C(F)(F)F)(F)F)(F)F)(F)F)(F)F)(S(=O)(=O)[O-])F.[Na+] Sodium perfluoro-n-hexanesulfonate